C1(CC1)C(CC(C(N1CCCC1)=O)(F)F)C1=C(CCCCC1)C(=O)[O-] 2-(1-cyclopropyl-3,3-difluoro-4-oxo-4-(pyrrolidin-1-yl)butyl)cyclohept-1-ene-1-carboxylate